4-(4,4-difluoropiperidin-3-yl)pyridine-2-carboxamide trifluoroacetate FC(C(=O)O)(F)F.FC1(C(CNCC1)C1=CC(=NC=C1)C(=O)N)F